5-((1S,2S)-1-(7-chloro-1,1-dioxido-4,5-dihydrobenzo[f][1,2]thiazepin-2(3H)-yl)-2-(6-fluoro-2,3-dimethylphenyl)propyl)-1,3,4-oxadiazol-2(3H)-one ClC=1C=CC2=C(CCCN(S2(=O)=O)[C@@H]([C@@H](C)C2=C(C(=CC=C2F)C)C)C2=NNC(O2)=O)C1